C(C)(=O)O[C@]1(C[C@H]2CC[C@H]3[C@@H]4CCC(C([C@]4(CC[C@@H]3[C@H]2CC1)C)=O)C(=O)OCC)C ethyl (4aS,4bR,6aR,8R,10aS,10bR,12aS)-8-acetoxy-8,12a-dimethyl-1-oxooctadecahydrochrysene-2-carboxylate